O=C1NC(CCC1N1C(N(C2=C1C=CC=C2CN2CCC1(CN(C1)C(=O)OC(C)(C)C)CC2)C)=O)=O tert-butyl 7-[[1-(2,6-dioxo-3-piperidyl)-3-methyl-2-oxo-benzimidazol-4-yl]methyl]-2,7-diazaspiro[3.5]nonane-2-carboxylate